C(C1=CC=CC=C1)(=O)OS(NC1=CC=C2CCCN(C2=C1)S(=O)(=O)C1=CC=C(C=C1)F)(=O)=O (N-(1-((4-fluorophenyl) sulfonyl)-1,2,3,4-tetrahydroquinolin-7-yl) sulfamoyl) benzoate